2-(6-{5-chloro-2-[(oxan-4-yl)amino]pyrimidin-4-yl}-1-oxo-2,3-dihydro-1H-isoindol-2-yl)-N-[2-hydroxy-1-(2-methoxyphenyl)ethyl]acetamide ClC=1C(=NC(=NC1)NC1CCOCC1)C1=CC=C2CN(C(C2=C1)=O)CC(=O)NC(CO)C1=C(C=CC=C1)OC